ClC1=C2C(CC(C2=C(C(=C1Cl)Cl)Cl)=O)=O 4,5,6,7-tetrachloroindane-1,3-dione